N-ethyl-p-toluenesulfonamide CCNS(=O)(=O)C1=CC=C(C=C1)C